8-isopropoxy-7-(1H-pyrazol-4-yl)-N-((1S,2S)-2-(trifluoromethyl)cyclobutyl)-[1,2,4]triazolo[1,5-c]pyrimidin-2-amine C(C)(C)OC=1C=2N(C=NC1C=1C=NNC1)N=C(N2)N[C@@H]2[C@H](CC2)C(F)(F)F